2-(2-(2-methyl-5-nitrophenyl)hydrazineylidene)acetaldehyde oxime CC1=C(C=C(C=C1)[N+](=O)[O-])NN=CC=NO